(R*)-6-(5,6-Dimethoxy-1H-benzo[d]imidazol-2-yl)-2-ethyl-7-((1-(oxazol-4-yl)ethyl)amino)-2H-pyrazolo[4,3-b]pyridin-5(4H)-one COC1=CC2=C(NC(=N2)C2=C(C=3C(NC2=O)=CN(N3)CC)N[C@H](C)C=3N=COC3)C=C1OC |o1:22|